(R)-tert-butyl 3-(5-(trifluoromethyl)pyridin-2-yloxy)pyrrolidine-1-carboxylate FC(C=1C=CC(=NC1)O[C@H]1CN(CC1)C(=O)OC(C)(C)C)(F)F